6-(7-methylimidazo[1,2-b]pyridazin-6-yl)-3-(1,3,5-trimethylpyrazol-4-yl)-7,8-dihydro-5H-1,6-naphthyridine CC1=CC=2N(N=C1N1CC=3C=C(C=NC3CC1)C=1C(=NN(C1C)C)C)C=CN2